4-(3-cyano-6-(1-ethyl-1H-pyrazol-4-yl)pyrazolo[1,5-a]pyridin-4-yl)piperazine-1-carboxylic acid tert-butyl ester C(C)(C)(C)OC(=O)N1CCN(CC1)C=1C=2N(C=C(C1)C=1C=NN(C1)CC)N=CC2C#N